CC(C(=O)O)CC (+)-methylbutanoic acid